N-[5-(2-cyano-5-fluorophenyl)-1H-indazol-3-yl]-1-methylpiperidine-4-carboxamide hydrochloride Cl.C(#N)C1=C(C=C(C=C1)F)C=1C=C2C(=NNC2=CC1)NC(=O)C1CCN(CC1)C